CN1C2=C(C=CC1=O)N(C=C2C2=NC(=NC(=C2)OC2=CC=C(C=C2)C(F)(F)F)C)CCSC 4-methyl-3-{2-methyl-6-[4-(trifluoromethyl)phenoxy]-pyrimidin-4-yl}-1-[2-(methylsulfanyl)ethyl]-1H,4H,5H-pyrrolo[3,2-b]pyridin-5-one